FC(C1CCN(CC1)C=1C=C2C=CC(=CC2=CC1)NC1CC2(CC(C2)C(=O)N)C1)(F)F 6-((6-(4-(trifluoromethyl)piperidin-1-yl)naphthalen-2-yl)amino)spiro[3.3]heptane-2-carboxamide